1-cyclopropyl-3,3-dimethoxypropan-1-one C1(CC1)C(CC(OC)OC)=O